C(=O)([O-])[C@H](O)[C@@H](O)C(=O)[O-].[Na+].[K+].ClC=1C(=C(C=CC1)C(C)(C)NC(C[C@@H]1N(CCC1)C)=O)OC (R)-N-(2-(3-chloro-2-methoxyphenyl)propan-2-yl)-2-(1-methylpyrrolidin-2-yl)acetamide potassium sodium L(+)-tartrate